(7aS,10R)-3-fluoro-8,10-dimethyl-7a,8,9,10-tetrahydro-7H-indolo[7,1-fg][1,7]naphthyridine FC1=C2C=CN3C2=C(C2=C[C@H](CN([C@@H]2C3)C)C)C=C1